C1=CC=C(C=2C3=CC=CC=C3NC12)OCC(CNC1=CC=C(C=C1)C(C=CC1=CC=C(C=C1)O)=O)O 1-[4-[[3-(9H-Carbazole-4-yloxy)-2-hydroxypropyl]amino]phenyl]-3-(4-hydroxyphenyl)-2-propene-1-one